CN1C2=CC=CC=C2N(C=2C=CC=CC12)C=1C=C(C=CC1)C=1C(=CC=CC1C1=CC(=CC=C1)N1C=2C=CC=CC2N(C2=CC=CC=C12)C)C1=CC=C(C=C1)C=1OC2=C(N1)C=CC=C2 2-(3''-(10-methylphenazin-5(10H)-yl)-3'-(3-(10-methylphenazin-5(10H)-yl)phenyl)-[1,1':2',1''-terphenyl]-4-yl)benzo[d]oxazole